Cl.N1=CN=CC(=C1)N1C2CNCC1CC2 8-(pyrimidin-5-yl)-3,8-diazabicyclo[3.2.1]octane hydrochloride